4-(quinoxalylamino)cyclohexanone N1=C(C=NC2=CC=CC=C12)NC1CCC(CC1)=O